(2S,4R)-1-(2-(3-acetyl-5-(pyridazin-4-yl)-1H-indol-1-yl)acetyl)-N-(6-bromopyrazin-2-yl)-4-fluoropyrrolidine-2-carboxamide C(C)(=O)C1=CN(C2=CC=C(C=C12)C1=CN=NC=C1)CC(=O)N1[C@@H](C[C@H](C1)F)C(=O)NC1=NC(=CN=C1)Br